C(C)C(N(C)C)C(=O)[O-] ethyldimethylglycinate